ClC1=C(C=CC=C1F)C1=C(C2=C(N=C(N=C2)NC2=CC=C(C=C2)N2CCN(CC2)C)N(C1=O)C1CCC(CC1)NC(=O)C1CCCC1)C N-((1S,4S)-4-(6-(2-chloro-3-fluorophenyl)-5-methyl-2-((4-(4-methylpiperazin-1-yl)phenyl)amino)-7-oxopyrido[2,3-d]pyrimidin-8(7H)-yl)cyclohexyl)cyclopentanecarboxamide